N-methyl-3,6-diaminocarbazole CN1C2=CC=C(C=C2C=2C=C(C=CC12)N)N